C1(CC1)C1=C(C(=NC(=N1)N1OC=CC1=N)N)C(F)(F)F cyclopropyl-2-(3-iminoisoxazol-2(3H)-yl)-5-(trifluoromethyl)pyrimidin-4-amine